(S)-6-(2-(2-Chlorophenyl)pyrrolidin-1-yl)nicotinic acid ClC1=C(C=CC=C1)[C@H]1N(CCC1)C1=NC=C(C(=O)O)C=C1